CC1=CC(=CC(=C1C[C@@H](C(=O)O)N)C)O 2',6'-dimethyltyrosine